O=C1NCCC[C@H]1C[C@@H](C(=O)OC)NC(=O)[C@H]1NC[C@@H](C1)C1=CC=CC=C1 Methyl (2S)-3-[(3S)-2-oxo-3-piperidyl]-2-[[(2S,4S)-4-phenylpyrrolidine-2-carbonyl] amino]propanoate